S1C2=C(C(=C1)[C@H](C)[NH-])C=CC=C2 (S)-N-(1-(benzo[b]thiophen-3-yl)ethyl)-amide